ClC1=NC=C2C=C(C(NC2=C1F)=O)CC 7-chloro-3-ethyl-8-fluoro-1,6-naphthyridin-2(1H)-one